rac-N-((4R,5R)-7-ethyl-4-(4-fluorophenyl)-3-(2-(N-methylcyanamido)ethyl)-6-oxo-1-phenyl-4,5,6,7-tetrahydro-1H-pyrazolo[3,4-b]pyridin-5-yl)-3-(trifluoromethyl)benzamide C(C)N1C2=C([C@H]([C@H](C1=O)NC(C1=CC(=CC=C1)C(F)(F)F)=O)C1=CC=C(C=C1)F)C(=NN2C2=CC=CC=C2)CCN(C#N)C |r|